NC1=NC=2C=C(C(=CC2C2=C1C=NN2C)C(=O)N(C)C2COC1=C2C=CC(=C1)C#CC=1C=NN(C1)C1CC1)F 4-amino-N-(6-((1-cyclopropyl-1H-pyrazol-4-yl)ethynyl)-2,3-dihydrobenzofuran-3-yl)-7-fluoro-N,1-dimethyl-1H-pyrazolo[4,3-c]quinoline-8-carboxamide